OC(C)(C)C1=C(C=C2C=NNC2=C1)NC(C1=NC(=CC=C1)C(F)(F)F)=O N-(6-(2-Hydroxyprop-2-yl)-1H-indazol-5-yl)-6-(trifluoromethyl)picolinamide